COC1=C(C=CC(=C1)C1=CC=CC=C1)O methoxy-para-phenylphenol